CC1=NC(=CC(=C1)C1=C2CCO[C@H](C2=CC=C1)CN(C(OC(C)(C)C)=O)C)C (R)-tert-butyl (5-(2,6-dimethylpyridin-4-yl)isochroman-1-yl)methyl(methyl)carbamate